C(C)(=O)C=1C=C(C=C2C(N(C(=NC12)N1CCC(CC1)(C)C)C)=O)F 8-acetyl-2-(4,4-dimethylpiperidin-1-yl)-6-fluoro-3-methylquinazolin-4(3H)-one